6-(4-cyclopropyl-1H-imidazol-1-yl)-N-(6-(4-isopropyl-4H-1,2,4-triazol-3-yl)pyridin-2-yl)-1-methyl-1H-indole-4-carboxamide C1(CC1)C=1N=CN(C1)C=1C=C(C=2C=CN(C2C1)C)C(=O)NC1=NC(=CC=C1)C1=NN=CN1C(C)C